ClC1=NC2=CC(=CC=C2C=C1)CN(C(C)=O)C=1C(=NN(C1)C)C(=O)O 4-{N-[(2-chloroquinolin-7-yl)methyl]acetamido}-1-methyl-1H-pyrazole-3-carboxylic acid